5,6-dimethyl-3-(propylsulfanyl)[1,2,4]triazolo[4,3-a]pyrimidin-7(8H)-one CC1=C(C(NC=2N1C(=NN2)SCCC)=O)C